(S)-6-(2-(cyclopropanecarboxamido)benzo[d]thiazol-6-yl)-N-(1-(4-methoxyphenyl)ethyl)-2-methyl-quinazoline-4-carboxamide C1(CC1)C(=O)NC=1SC2=C(N1)C=CC(=C2)C=2C=C1C(=NC(=NC1=CC2)C)C(=O)N[C@@H](C)C2=CC=C(C=C2)OC